2-(2-(cyclopropanesulfonylamino)pyrimidin-4-yl)-N-(4-(6-ethoxypyrazin-2-yl)-2,3-dimethylphenyl)-2-methylpropanamide C1(CC1)S(=O)(=O)NC1=NC=CC(=N1)C(C(=O)NC1=C(C(=C(C=C1)C1=NC(=CN=C1)OCC)C)C)(C)C